2-[1-[2-(5-Fluoroisoindolin-2-yl)-6-methyl-4-oxo-chromen-8-yl]ethylamino]-N,N-dimethyl-benzamide FC=1C=C2CN(CC2=CC1)C=1OC2=C(C=C(C=C2C(C1)=O)C)C(C)NC1=C(C(=O)N(C)C)C=CC=C1